CC1(C(C2=CC=CC=C2C1=O)=O)C1C(NC(CC1)=O)=O 3-(2-methyl-1,3-dioxo-1H-inden-2-yl)piperidine-2,6-dione